(4-Fluoroisoindolin-2-yl)(4-hydroxy-3-(5-methoxyisoindoline-2-carbonyl)phenyl)methanone FC1=C2CN(CC2=CC=C1)C(=O)C1=CC(=C(C=C1)O)C(=O)N1CC2=CC=C(C=C2C1)OC